D-Norvalin N[C@H](CCC)C(=O)O